BrCC1=CC2=C(C(=NO2)C2=C(C=CC=C2)[C@H](CC2=NC=CC=C2)NC(OC(C)(C)C)=O)C=C1 tert-butyl (S)-{1-[2-(6-bromomethylbenzo[d]isoxazol-3-yl)phenyl]-2-(pyridine-2-yl)ethyl}carbamate